BrCC1=C(C=CC=C1C(F)(F)F)F 2-Bromomethyl-1-fluoro-3-trifluoromethyl-benzene